O[C@@]1(C(N(CC1)C)=O)C1=CC(=NO1)C=1C=C(C=CC1)C1=NC=C(C(=N1)C(=O)N)N[C@H]1COCC1 2-(3-(5-((R)-3-hydroxy-1-methyl-2-oxopyrrolidin-3-yl)isoxazol-3-yl)phenyl)-5-(((R)-tetrahydrofurane-3-yl)amino)pyrimidine-4-carboxamide